(S)-N-(3-fluoro-4-((3-((2-hydroxypropyl)amino)-1H-pyrazolo[3,4-b]pyridin-4-yl)oxy)phenyl)-3-(4-fluorophenyl)-1-isopropyl-2,4-dioxo-1,2,3,4-tetrahydropyrimidine-5-carboxamide FC=1C=C(C=CC1OC1=C2C(=NC=C1)NN=C2NC[C@H](C)O)NC(=O)C=2C(N(C(N(C2)C(C)C)=O)C2=CC=C(C=C2)F)=O